BrC=1C=C(C(=NC1CCC(=O)OCC)OC)C1CCN(CC1)C(=O)OC(C)(C)C tert-butyl 4-(5-bromo-6-(3-ethoxy-3-oxopropyl)-2-methoxypyridin-3-yl)piperidine-1-carboxylate